C1(CC1)C1OC(C(CNC1(F)F)=O)C 2-cyclopropyl-3,3-difluoro-7-methyl-6-oxo-1,2,3,4,6,7-hexahydro-[1,4]oxazepine